N-((2,6-dihydroxy-3'-methyl-4-pentyl-[1,1'-biphenyl]-3-yl)sulfonyl)-2-(3-methyl-1H-1,2,4-triazol-5-yl)acetamide OC1=C(C(=CC(=C1S(=O)(=O)NC(CC1=NC(=NN1)C)=O)CCCCC)O)C1=CC(=CC=C1)C